(1S)-2,2,2-trifluoro-1-[4-(4-fluoro-13,13-dimethyl-2,3,7,10-tetrazatricyclo[7.4.0.02,6]trideca-1(9),3,5,7-tetraen-10-yl)phenyl]-N-methyl-ethanamine FC([C@@H](NC)C1=CC=C(C=C1)N1C=2C=NC3=CC(=NN3C2C(CC1)(C)C)F)(F)F